C(C)C(CO)CO 2-ethyl-propane-1,3-diol